FC=1C=CC(=NC1)C=1C(=C2N(N1)CCC2)C2=C1C(=NC=C2)NN=C1 4-[2-(5-Fluoro-2-pyridyl)-5,6-dihydro-4H-pyrrolo[1,2-b]pyrazol-3-yl]-1H-pyrazolo[3,4-b]pyridine